(S)-N-BOC-allyl-glycine ethyl-[(1H-pyrazol-5-yl)carbamothioyl]carbamate C(C)N(C(O)=O)C(NC1=CC=NN1)=S.C(=O)(OC(C)(C)C)N(CC(=O)O)CC=C